(6-(1H-benzo[d]imidazol-2-yl)pyridin-2-yl) ketone N1C(=NC2=C1C=CC=C2)C2=CC=CC(=N2)C(=O)C2=NC(=CC=C2)C2=NC1=C(N2)C=CC=C1